perfluorophenyl 1-(9H-fluoren-9-yl)-3-oxo-2,7,10,13,16,19,22,25,28-nonaoxa-4-azahentriacontan-31-oate C1=CC=CC=2C3=CC=CC=C3C(C12)COC(NCCOCCOCCOCCOCCOCCOCCOCCOCCC(=O)OC1=C(C(=C(C(=C1F)F)F)F)F)=O